NCC1C(CC1)CN [2-(aminomethyl)cyclobutyl]methylamine